ClC=1C=C(C=CC1Cl)NC(NC1=NC(=CC(=N1)NCCNS(=O)(=O)C)C)=O N-(2-((2-(3-(3,4-dichlorophenyl)ureido)-6-methylpyrimidin-4-yl)amino)ethyl)methanesulfonamide